FC(=C)CCC=C 2-fluoro-1,5-hexadiene